7-[1-(2,2-difluoroethyl)-1H-pyrazolo[3,4-b]pyrazin-6-yl]-N-[2-(trifluoromethyl)pyridin-4-yl]-7-azaspiro[3.5]nonan-2-amine FC(CN1N=CC=2C1=NC(=CN2)N2CCC1(CC(C1)NC1=CC(=NC=C1)C(F)(F)F)CC2)F